N-(5-(3,5-difluorophenyl)-6,7-dihydro-5H-pyrrolo[1,2-a]imidazol-2-yl)-2-(piperidin-1-yl)propanamide FC=1C=C(C=C(C1)F)C1CCC=2N1C=C(N2)NC(C(C)N2CCCCC2)=O